2-amino-3-(naphthalen-2-yl)propanoate NC(C(=O)[O-])CC1=CC2=CC=CC=C2C=C1